4,7-dibromo-2-chloro-1H-benzimidazole BrC1=CC=C(C=2NC(=NC21)Cl)Br